C(C1=CC=CC=C1)N(C1CN(CC1)C=1C=NC=CC1)CC1=CC=CC=C1 N,N-dibenzyl-1-(pyridin-3-yl)pyrrolidin-3-amine